[Yb].C1(CC1)C1=NC=C(C(=N1)C)C=1C=C2C(=NC1)N(N=C2C(=O)C=2C(=C(C(=CC2)F)NS(=O)(=O)CCC)F)C2OCCCC2 N-(3-(5-(2-cyclopropyl-4-methylpyrimidin-5-yl)-1-(tetrahydro-2H-pyran-2-yl)-1H-pyrazolo[3,4-b]pyridine-3-carbonyl)-2,6-difluorophenyl)propane-1-sulfonamide ytterbium